2,2'-((6-amino-1-(4,7-bis(carboxymethyl)-1,4,7-triazonan-1-yl)hexan-2-yl)azanediyl)diacetic acid NCCCCC(CN1CCN(CCN(CC1)CC(=O)O)CC(=O)O)N(CC(=O)O)CC(=O)O